CC=1C(=NC=C(C1)C)N1CCN(CC1)C(=O)C1=C(C=C(C=C1)[C@@]1(C(NC(N1)=O)=O)CC)C (R)-5-{4-[4-(3,5-dimethylpyridin-2-yl)piperazine-1-carbonyl]-3-methylphenyl}-5-ethylimidazolidine-2,4-dione